BrC=1C(=CC2=C(N(C=N2)C2=CC=C(C=C2)OC)C1)OC 6-bromo-5-methoxy-1-(4-methoxyphenyl)-1H-benzo[d]Imidazole